ClC=1C=CC=C2C=CC=C(C12)N1CC=2N=C(N=C(C2CC1)N1C[C@@H](N(CC1)C(=O)OC(C)(C)C)CC#N)OC[C@H]1N(C(CC1)=O)C tert-butyl (2S)-4-[7-(8-chloro-1-naphthyl)-2-[[(2S)-1-methyl-5-oxo-pyrrolidin-2-yl]methoxy]-6,8-dihydro-5H-pyrido[3,4-d]pyrimidin-4-yl]-2-(cyanomethyl)piperazine-1-carboxylate